benzyl (6R)-6-{[7-(methanesulfonyl)-2-(1-methyl-1H-pyrazol-4-yl)[1,2,4]triazolo[1,5-c]quinazolin-5-yl]amino}-5-oxo-1,4-diazepane-1-carboxylate CS(=O)(=O)C1=CC=CC=2C=3N(C(=NC12)N[C@H]1C(NCCN(C1)C(=O)OCC1=CC=CC=C1)=O)N=C(N3)C=3C=NN(C3)C